FC1=C(C=CC(=C1)F)C=1N=C2N(N=C(C=C2)C)C1C(=O)N[C@@H]1C(NC2=C(C(=N1)C1=CC=CC=C1)C=CC=C2)=O 2-(2,4-Difluoro-phenyl)-6-methyl-N-[(3S)-2-oxo-5-phenyl-1,3-dihydro-1,4-benzodiazepin-3-yl]imidazo[1,2-b]pyridazine-3-carboxamide